ClC=1C=C(OC2=C(C=CC=C2)I)C=CC1 1-(3-chlorophenoxy)-2-iodobenzene